N=C1N(C2=NC(=NC=C2N1C)C1=C(C=C(C#N)C=C1)C(C)C)CC1=CC=C(C=C1)C=1N(C=C(N1)C(F)(F)F)C 4-[8-imino-7-methyl-9-[[4-[1-methyl-4-(trifluoromethyl)imidazol-2-yl]phenyl]methyl]purin-2-yl]-3-isopropyl-benzonitrile